2-(2',4'-dimethyl-[1,1'-biphenyl]-2-yl)-3-ethyl-N-methylimidazo[1,2-a]pyridine-7-carboxamide CC1=C(C=CC(=C1)C)C1=C(C=CC=C1)C=1N=C2N(C=CC(=C2)C(=O)NC)C1CC